ClC1=CC(=NC=C1OC)C(C(F)F)O 1-(4-chloro-5-methoxypyridin-2-yl)-2,2-difluoroethan-1-ol